[5-(4-hexyloxy-1,2,5-thiadiazol-3-yl)-1-methyl-3,6-dihydro-2H-pyridin-1-ium-1-yl]methyl acetate iodide [I-].C(C)(=O)OC[N+]1(CCC=C(C1)C1=NSN=C1OCCCCCC)C